N-ethyl-d5-amine hydrochloride Cl.C(C([2H])([2H])[2H])(N)([2H])[2H]